6-bromo-1-(oxetan-2-yl)indazole-3-carbonitrile BrC1=CC=C2C(=NN(C2=C1)C1OCC1)C#N